CC(C)(COP(=O)([O-])OP(=O)([O-])OC[C@@H]1[C@H]([C@H]([C@@H](O1)N2C=NC3=C(N=CN=C32)N)O)OP(=O)([O-])[O-])[C@H](C(=O)NCCC(=O)NCCSC(=O)/C=C\\4/CC=CC=CO4)O The molecule is an acyl-CoA(4-) oxoanion arising from deprotonation of the phosphate and diphosphate OH groups of 2-oxepin-2(3H)-ylideneacetyl-CoA; major species at pH 7.3. It is a conjugate base of a 2-oxepin-2(3H)-ylideneacetyl-CoA.